ClC=1N=NC(=CN1)CNC(CC(C)C)=O N-[(3-chloro-1,2,4-triazin-6-yl)methyl]-3-methylbutanamide